C(C)(=O)OCCCCCCCC\C=C/C=C/CC (9Z,11E)-tetradeca-9,11-dien-1-yl acetate